C(C)OC=C(C(=O)OCC)C#N ethyl (ethoxymethylene)-cyanoacetate